4-fluoro-2,3-dimethylphenol FC1=C(C(=C(C=C1)O)C)C